5,5-dimethylcyclopent-2-en-1-one CC1(CC=CC1=O)C